(S)-4-((2-acetamidoethyl)(4-(5,6,7,8-tetrahydro-1,8-naphthyridin-2-yl)butyl)amino)-2-((7-methyl-7H-pyrrolo[2,3-d]pyrimidin-4-yl)amino)butanoic acid C(C)(=O)NCCN(CC[C@@H](C(=O)O)NC=1C2=C(N=CN1)N(C=C2)C)CCCCC2=NC=1NCCCC1C=C2